(4,4,5,5-tetramethyl-1,3,2-dioxaborolan-2-yl)-2,5-dihydro-1H-pyrrole-1-carboxylate CC1(OB(OC1(C)C)C1N(CC=C1)C(=O)[O-])C